3-Cyclopropyl-7-nitroquinolin-8-ol C1(CC1)C=1C=NC2=C(C(=CC=C2C1)[N+](=O)[O-])O